IC1=CC=CC=C1 2-Iodobenzene